N-(3-(4-methoxyphenyl)pyridin-4-yl)-7-(methylsulfonylamino)quinazoline-2-carboxamide COC1=CC=C(C=C1)C=1C=NC=CC1NC(=O)C1=NC2=CC(=CC=C2C=N1)NS(=O)(=O)C